NCC1=NNC(C2=CC=C(C=C12)C1=C(N(N=C1)C)C1=C(C#N)C=C(C=C1)C=1C=NSC1)=O 2-[4-[4-(aminomethyl)-1-oxo-2H-phthalazin-6-yl]-2-methyl-pyrazol-3-yl]-5-isothiazol-4-yl-benzonitrile